2,2-dimethyl-4,32-dioxo-3,8,11,14,17,20,23,26,29-nonaoxa-5,33-diazanonatriacontan-39-oic acid CC(C)(OC(NCCOCCOCCOCCOCCOCCOCCOCCOCCC(NCCCCCC(=O)O)=O)=O)C